2,4,6-tris-(4-chloro-phenyl)-thiopyranylium ClC1=CC=C(C=C1)[C+]1SC(=CC(=C1)C1=CC=C(C=C1)Cl)C1=CC=C(C=C1)Cl